C(C1=CC=CC=C1)C1=NN2C(CCCC2)=C1B1OC(C(O1)(C)C)(C)C benzyl-3-(4,4,5,5-tetramethyl-1,3,2-dioxaborolan-2-yl)-4,5,6,7-tetrahydropyrazolo[1,5-a]pyridine